C1(CC1)C=1C(=C2C(=NC1C)CCC2)N 3-Cyclopropyl-2-methyl-6,7-dihydro-5H-cyclopenta[b]pyridin-4-amine